tert-butyl(2-((tert-butyldimethylsilyl)oxy)ethyl)(methyl-d3)carbamate C(C)(C)(C)OC(N(C([2H])([2H])[2H])CCO[Si](C)(C)C(C)(C)C)=O